(S)-(4-(difluoromethyl)-2-(2-hydroxypropan-2-yl)oxazol-5-yl)(4-(4,7-dimethylbenzo[d]oxazol-2-yl)-6,7-dihydro-1H-imidazo[4,5-c]pyridin-5(4H)-yl)methanone FC(C=1N=C(OC1C(=O)N1[C@@H](C2=C(CC1)NC=N2)C=2OC1=C(N2)C(=CC=C1C)C)C(C)(C)O)F